N-(4-(N,N-bis(4-methoxybenzyl)sulfamoyl)-2-(oxetan-3-yl)-2H-indazol-6-yl)-2-(2-chlorophenyl)acetamide COC1=CC=C(CN(S(=O)(=O)C=2C3=CN(N=C3C=C(C2)NC(CC2=C(C=CC=C2)Cl)=O)C2COC2)CC2=CC=C(C=C2)OC)C=C1